6-((3-amino-4-methoxy-5-(1-methyl-1H-pyrazol-3-yl)phenethoxy)methyl)pyridine NC=1C=C(CCOCC2=CC=CC=N2)C=C(C1OC)C1=NN(C=C1)C